5-methyl-1-(5-morpholinylpyridin-2-yl)-1H-pyrrole-3-carboxamide CC1=CC(=CN1C1=NC=C(C=C1)N1CCOCC1)C(=O)N